O[C@@H]1[C@H](CCCC1)NC(C1=CC(=C(C=C1)C)NCC1=NC(=CN=C1)C1=CC=CC=C1)=O N-[(1S,2S)-2-hydroxycyclohexyl]4-methyl-3-{[(6-phenylpyrazin-2-yl)methyl]amino}benzamide